2-hydroxy-2-methylpropyl α-chloroacrylate ClC(C(=O)OCC(C)(C)O)=C